FC(C1=CC=CC(=N1)OC1CCN(CC1)C(=O)OC(C)(C)C)(F)F tert-butyl 4-((6-(trifluoromethyl)pyridin-2-yl)oxy)piperidine-1-carboxylate